32-methyltritriacontyl eicos-11-enoate C(CCCCCCCCCC=CCCCCCCCC)(=O)OCCCCCCCCCCCCCCCCCCCCCCCCCCCCCCCC(C)C